4-(5-bromo-1-oxoisoindol-2-yl)piperidine-1-carboxylic acid tert-butyl ester C(C)(C)(C)OC(=O)N1CCC(CC1)N1C(C2=CC=C(C=C2C1)Br)=O